C(C)OC(NCC1CC(C1)C1=C(NC2=C(C=C(C=C12)F)F)C1=CC=C(C=C1)F)=O ((3-(5,7-difluoro-2-(4-fluorophenyl)-1H-indol-3-yl)cyclobutyl)methyl)carbamic acid ethyl ester